6-amino-3-((E)-(2,5-dimethoxy-4-((E)-(4-sulfophenyl)diazenyl)phenyl)diazenyl)-4-hydroxynaphthalene-2-sulfonic acid NC=1C=C2C(=C(C(=CC2=CC1)S(=O)(=O)O)\N=N\C1=C(C=C(C(=C1)OC)\N=N\C1=CC=C(C=C1)S(=O)(=O)O)OC)O